FC(C1=CC=C(C=C1)N1CC2N(C3=CC=CC=C13)CCN(C2)CC(=O)O)(F)F 2-(6-(4-(trifluoromethyl)phenyl)-1,2,4,4a,5,6-hexahydro-3H-pyrazino[1,2-a]quinoxalin-3-yl)acetic acid